[Au].[V].[Co] cobalt-vanadium-gold